BrC=1C(=CN=C2C=CC(=NC12)O)F 8-bromo-7-fluoro-1,5-naphthyridin-2-ol